CC(=C[C@H]1O[C@H]2[C@@H]3[C@@]4(O3)C(=CC[C@]5([C@]4(CC[C@@H]6[C@@]5(C7=C(C6)C8=CC=CC=C8N7)C)O)C)O[C@@H]2C(O1)(C)C)C The molecule is an organic heteroheptacyclic compound isolated from Albophoma yamanashiensis and has been shown to exhibit inhibitory activity against acyl-CoA:cholesterol acyltransferase. It has a role as a metabolite and an EC 2.3.1.26 (sterol O-acyltransferase) inhibitor. It is an organic heterooctacyclic compound, an epoxide, a tertiary alcohol and a cyclic acetal.